C(CCCCCCCC(=O)N)(=O)O azelamic acid